ClC1=CC=C(C=C1)OC=1C=C(CNCCO)C=CC1 2-((3-((4-chlorophenyl)oxy)benzyl)amino)ethan-1-ol